[Cl-].C(C(=C)C)(=O)OCCC[N+](C)(C)C [3-(methacryloyloxy)propyl]trimethyl-ammonium chloride